(6-fluoro-2-azaspiro[3.3]heptan-2-yl)methanone FC1CC2(CN(C2)C=O)C1